FC1=CC=C(C=C1)[C@@H]1NOCC1 (R)-3-(4-fluorophenyl)isoxazolidine